C(C)OC([C@H]1NC[C@@H](C1)O)=O Hydroxyproline-ethylester